1-(7-tert-butyl-2,3,3-trimethyl-2H-benzofuran-5-yl)ethanone C(C)(C)(C)C1=CC(=CC=2C(C(OC21)C)(C)C)C(C)=O